4-(4-nitrobenzyloxy)-9H-carbazole [N+](=O)([O-])C1=CC=C(COC2=CC=CC=3NC4=CC=CC=C4C23)C=C1